(S)-2,3-dimethyl-6,7,7a,8,10,11-hexahydro-9H-pyrazino[1,2-d]pyrido[3,2-b][1,4]thiazepin CC=1C(=CC=2SCC[C@@H]3N(C2N1)CCNC3)C